OC(CC(=O)[O-])CCC=C 3-hydroxyhept-6-enoate